COC(=O)C1=CC2=C(N=C(S2)N)C(=C1)C1CCO1 2-amino-4-(oxetan-4-yl)-1,3-benzothiazole-6-carboxylic acid methyl ester